1-propenyl-2,3-dimethylimidazole p-toluenesulfonate CC1=CC=C(C=C1)S(=O)(=O)O.C(=CC)N1C(N(C=C1)C)C